CNC(CCC1=CC=C(C(=O)NCC=2C=C(C=CC2)N2CCN(CC2)C(=O)OC(C)(C)C)C=C1)=O tert-butyl 4-(3-((4-(3-(methylamino)-3-oxopropyl)benzamido)methyl)phenyl)piperazine-1-carboxylate